3-ethynyl-dodecanone tert-butyl-(1S,5R)-6-(2-bromoacetyl)-3-azabicyclo[3.1.0]hexane-3-carboxylate C(C)(C)(C)OC(=O)N1C[C@@H]2C([C@@H]2C1)C(CBr)=O.C(#C)C(C(C)=O)CCCCCCCCC